C1(CC1)OC(COC1OCCCC1)(C1=CC=C(C=C1)F)C1=NC(=NC2=CC=C(C=C12)I)N1CCC(CC1)N1CCC(CC1)(C)NC(OC(C)(C)C)=O tert-Butyl (1'-(4-(1-cyclopropoxy-1-(4-fluorophenyl)-2-((tetrahydro-2H-pyran-2-yl)oxy)ethyl)-6-iodoquinazoline-2-yl)-4-methyl-[1,4'-bipiperidin]-4-yl)carbamate